ClC=1N=NC(=C(C1C)C(F)(F)F)Cl 3,6-dichloro-4-methyl-5-(trifluoromethyl)pyridazine